2-(5-(Benzofuran-2-yl)-1H-pyrazol-3-yl)naphthalen-1-ol O1C(=CC2=C1C=CC=C2)C2=CC(=NN2)C2=C(C1=CC=CC=C1C=C2)O